The molecule is an aza-steroid that is 17-oxoestra-1,3,5(10)-triene-3-carboxylic acid in which the carbon at position 4 in the A-ring has been replaced by a nitrogen. An abiotic metabolite in the 4,5-seco pathway of aerobic estrogen degradation by the bacterium Sphingomonas sp. strain KC8. It has a role as a bacterial metabolite. It is an aza-steroid, a steroid acid and a 17-oxo steroid. It is a conjugate acid of a pyridinestrone-3-carboxylate. C[C@]12CC[C@H]3[C@H]([C@@H]1CCC2=O)CCC4=C3C=CC(=N4)C(=O)O